(R)-aminothioformic acid S-(2-amino-3-phenylpropyl) ester hydrochloride Cl.N[C@@H](CSC(=O)N)CC1=CC=CC=C1